C(C)(C)(C)C=1C=C2C(=NNC2=CC1Cl)NCC=1N(C(=C(N1)Cl)C(=O)O)C 2-(((5-(tert-butyl)-6-chloro-1H-indazol-3-yl)amino)methyl)-4-chloro-1-methyl-1H-imidazole-5-carboxylic acid